COC(C1CCN(CC1)C1=CC=C(C=C1)[C@H]1[C@]2(CCC3=CC(=CC=C13)O)CCC1=CC=CC=C12)OC (1R,1'S)-1'-(4-(4-(dimethoxymethyl)piperidin-1-yl)phenyl)-2,3,3',4'-tetrahydro-1'H-spiro[indene-1,2'-naphthalen]-6'-ol